2,2-diethyl-4-methyltetrahydro-2H-pyran C(C)C1(OCCC(C1)C)CC